C(CC)OOC1=NN=CC2=C(C=CC=C12)O 1-(propoxyoxy)-5-hydroxy-phthalazine